OC1=C(C(N(C=C1C)C)=O)NC(N[C@@H](CC(=O)O)C=1C=C(C=CC1)C1=CC=C(C=C1)C)=O (S)-3-(3-(4-hydroxy-1,5-dimethyl-2-oxo-1,2-dihydropyridin-3-yl)ureido)-3-(4'-methylbiphenyl-3-yl)propanoic acid